1-(TERT-BUTYLDIMETHYLSILYL)-4-METHYL-PYRROL-3-YLBORONIC ACID [Si](C)(C)(C(C)(C)C)N1C=C(C(=C1)C)B(O)O